CN(CCCC(CCCCCCCCC(=O)OCCC(CCCCC)CCCCC)CCCCCCCCC\C=C/C\C=C/CCCCC)C 3-pentyloctyl (20Z,23Z)-10-(3-(dimethylamino)propyl)nonacosa-20,23-dienoate